(1r,2s)-2-(1H-indazol-6-yl)-5'-methoxy-1'-methyl-spiro[cyclopropane-1,3'-indol]-2'-one N1N=CC2=CC=C(C=C12)[C@@H]1C[C@@]12C(N(C1=CC=C(C=C21)OC)C)=O